(S)-2-(1-cyclopropylethyl)-5-(3-(2,5-dimethyl-1H-pyrrol-1-yl)-1-methyl-1H-pyrazol-5-yl)-7-vinylisoindolin-1-one C1(CC1)[C@H](C)N1C(C2=C(C=C(C=C2C1)C1=CC(=NN1C)N1C(=CC=C1C)C)C=C)=O